19-(oxan-2-yl)-8,14-dioxa-5,10,19,20-tetraazatetracyclo[13.5.2.12,5.018,21]tricosa-1(20),2(23),3,15(22),16,18(21)-hexaen-9-one O1C(CCCC1)N1C=2C=CC=3OCCCNC(OCCN4C=CC(C(=N1)C2C3)=C4)=O